FC(OC=1C=C(C=C(C1)F)C1=CC=C2C(N(CN(C2=C1)S(=O)(=O)C1=CC(=CC=C1)C(F)(F)F)C12CCC(CC1)(C2)C(=O)O)=O)F 4-(7-(3-(difluoromethoxy)-5-fluorophenyl)-4-oxo-1-((3-(trifluoromethyl)phenyl)sulfonyl)-1,2-dihydroquinazolin-3(4H)-yl)bicyclo[2.2.1]heptane-1-carboxylic acid